(phenyl-(4-(trifluoromethyl)phenyl)methyl)propenamide C1(=CC=CC=C1)C(C1=CC=C(C=C1)C(F)(F)F)C(C(=O)N)=C